1-(5-(((2S)-4-fluoro-2-methyl-1-(oxetan-3-yl)piperidin-4-yl)methyl)pyrazolo[1,5-a]pyridin-3-yl)dihydropyrimidine-2,4(1H,3H)-dione FC1(C[C@@H](N(CC1)C1COC1)C)CC1=CC=2N(C=C1)N=CC2N2C(NC(CC2)=O)=O